4-(2-((1-((dimethylamino)methyl)cyclopropyl)methoxy)-6,8-difluoro-4-((1S,3R,4S)-3-vinyl-2,5-diazabicyclo[2.2.2]octan-2-yl)quinazolin-7-yl)naphthalen-2-ol CN(C)CC1(CC1)COC1=NC2=C(C(=C(C=C2C(=N1)N1[C@@H]2CN[C@H]([C@H]1C=C)CC2)F)C2=CC(=CC1=CC=CC=C21)O)F